3-(5-(((1S,2S)-2-(3-(5-chloro-pyrimidin-4-yl)azetidin-1-yl)cyclohexyl)oxy)-1-oxoisoindolin-2-yl)piperidine-2,6-dione ClC=1C(=NC=NC1)C1CN(C1)[C@@H]1[C@H](CCCC1)OC=1C=C2CN(C(C2=CC1)=O)C1C(NC(CC1)=O)=O